[2-(2,4-Difluorophenyl)tetrazol-5-yl]-[(1S,4S)-4-(1,5-dimethylpyrazol-4-yl)-1-methyl-3,4-dihydro-1H-isoquinolin-2-yl]methanone FC1=C(C=CC(=C1)F)N1N=C(N=N1)C(=O)N1[C@H](C2=CC=CC=C2[C@H](C1)C=1C=NN(C1C)C)C